1-methyl-5-(2-{[2-(4-methylcyclohex-3-en-1-yl)propan-2-yl]sulfanyl}phenyl)-7-nitro-2,3-dihydro-1H-1,4-benzodiazepin-2-one CN1C(CN=C(C2=C1C=CC(=C2)[N+](=O)[O-])C2=C(C=CC=C2)SC(C)(C)C2CC=C(CC2)C)=O